methyl-7-nitro-2-quinolinecarboxylic acid ethyl ester C(C)OC(=O)C1=NC2=CC(=CC=C2C=C1C)[N+](=O)[O-]